(R)-6-(3-fluoro-4-(3-methoxypyrrolidin-1-yl)phenyl)-1-(2-(3-methoxyazetidin-1-yl)benzothiazol-6-yl)-4-oxo-1,4-dihydropyridine-3-carboxylic acid FC=1C=C(C=CC1N1C[C@@H](CC1)OC)C1=CC(C(=CN1C1=CC2=C(N=C(S2)N2CC(C2)OC)C=C1)C(=O)O)=O